CC=1C=C2C=CC=C(C2=C(C1)C)O 6,8-dimethylnaphthalene-1-ol